N-(5-((5-(2-hydroxypropan-2-yl)pyridin-2-yl)methoxy)-1,3,4-thiadiazol-2-yl)-2',6-dimethyl-(4,4'-bipyridine)-3-carboxamide OC(C)(C)C=1C=CC(=NC1)COC1=NN=C(S1)NC(=O)C=1C=NC(=CC1C1=CC(=NC=C1)C)C